tert-butyl 2-(3-(2,6-bis(benzyloxy)pyridin-3-yl)-1-methyl-1H-indazol-7-yl)octahydro-5H-pyrrolo[3,4-c]pyridine-5-carboxylate C(C1=CC=CC=C1)OC1=NC(=CC=C1C1=NN(C2=C(C=CC=C12)N1CC2CN(CCC2C1)C(=O)OC(C)(C)C)C)OCC1=CC=CC=C1